C(C)(=O)OC1CCOC(O1)(C)C 6-acetoxy-2,2-dimethyl-1,3-dioxane